ETHYL (E)-8-CHLORO-2-((1-(HYDROXYAMINO)ETHYLIDENE)AMINO)-1,7-NAPHTHYRIDINE-3-CARBOXYLATE ClC=1N=CC=C2C=C(C(=NC12)/N=C(\C)/NO)C(=O)OCC